C(CCCCCCC\C=C/CCCCCCCC)(=O)O[C@H](CO)COP(=O)(O)OCC[N+](C)(C)C 2-oleoyl-sn-glycero-3-phosphorylcholine